C(C)N(C(C1=C(C=CC(=C1)F)OC1=C(N=CN=N1)N1CC2(CN(C2)[C@@H](C(C)C)CCCN(C)CC(C)(C)O)CC1)=O)C(C)C (R)-N-ethyl-5-fluoro-2-((5-(2-(6-((2-hydroxy-2-methylpropyl)(methyl)amino)-2-methylhex-3-yl)-2,6-diazaspiro[3.4]oct-6-yl)-1,2,4-triazin-6-yl)oxy)-N-isopropylbenzamide